(terphenylyl)[(phenyl)indolocarbazolyl]triazine C1(=C(C=CC=C1)C=1C(=NN=NC1)C1=C2C(=CC=C1C1=CC=CC=C1)N=C1C=CC3=C4C=CC=CC4=NC3=C12)C=1C(=CC=CC1)C1=CC=CC=C1